2,6-dibromo-4,8-bis(2-(2-methoxyethoxy)ethoxy)benzo[1,2-b:4,5-b']dithiophene BrC1=CC=2C(S1)=C(C1=C(SC(=C1)Br)C2OCCOCCOC)OCCOCCOC